(S)-methyl 3-hydroxy-3-phenylpropionate O[C@@H](CC(=O)OC)C1=CC=CC=C1